ClC=1C=C(C=CC1OC)C1=C2C(=NN1C)[C@@H]1CCC[C@H](C2)N1C(=O)C=1C=C2N=CC=NC2=CC1 ((5R,9S)-3-(3-Chloro-4-methoxyphenyl)-2-methyl-4,5,6,7,8,9-hexahydro-2H-5,9-epiminocycloocta[c]pyrazol-10-yl)(quinoxalin-6-yl)methanone